tert-Butyl (4-carbamoylbicyclo[2.1.1]hexan-1-yl)carbamate C(N)(=O)C12CCC(C1)(C2)NC(OC(C)(C)C)=O